CC1=CC=C(C=C1)N1CCC(CC1)C1=NNC(=C1)C=1C=CNC1 4-(3-(1-(4-methylphenyl)piperidin-4-yl)-1H-pyrazol-5-yl)-1H-pyrrole